C1(=CC=CC=CC1)[Mo] cycloheptatrienyl-molybdenum